1,2-bis[(2-methoxyphenyl)phenylphosphinyloxy]ethane COC1=C(C=CC=C1)P(=O)(OCCOP(=O)(C1=CC=CC=C1)C1=C(C=CC=C1)OC)C1=CC=CC=C1